CC1(COC1)C#CC=1C=C(C=CC1)N1N=CC=C1 (3-((3-methyloxetan-3-yl)ethynyl)phenyl)-1H-pyrazol